Oxalic acid, decyl-1-menthyl ester C(C(=O)[O-])(=O)OC1(C(CC(CC1)C(C)C)CCCCCCCCCC)C